N,N-Bis(2-hydroxyethyl)octadecanamide CCCCCCCCCCCCCCCCCC(=O)N(CCO)CCO